4-amino-1-((2R,3R,4R,5R)-4-hydroxy-5-(hydroxymethyl)-3-methoxytetrahydrofuran-2-yl)pyrimidin-2(1H)-one NC1=NC(N(C=C1)[C@@H]1O[C@@H]([C@H]([C@H]1OC)O)CO)=O